(6-iodopyrazin-2-yl)piperidine-4-carboxylic acid ethyl ester C(C)OC(=O)C1CCN(CC1)C1=NC(=CN=C1)I